(5S,8S,10aR)-5-amino-N8-((R)-chroman-4-yl)-N3-methyl-6-oxooctahydropyrrolo[1,2-a][1,5]diazocine-3,8(4H)-dicarboxamide N[C@H]1CN(CC[C@@H]2N(C1=O)[C@@H](CC2)C(=O)N[C@@H]2CCOC1=CC=CC=C21)C(=O)NC